ClC=1C=CC2=C(N=C(O2)N2CC3(C2)CC(C3)(C)NC(=O)C=3OC(=CC3)S(=O)(=O)C)C1 N-[2-(5-chloro-1,3-benzoxazol-2-yl)-6-methyl-2-azaspiro[3.3]heptan-6-yl]-5-methylsulfonyl-furan-2-carboxamide